OC(C)(C)C1=NC=C(C=N1)N1C(O[C@]2(C1)C[C@@](CCC2)(C)CN2C=NC1=C2C=C(C=C1)C#N)=O 1-(((5s,7s)-3-(2-(2-hydroxypropan-2-yl)pyrimidin-5-yl)-7-methyl-2-oxo-1-oxa-3-azaspiro[4.5]decan-7-yl)methyl)-1H-benzo[d]imidazole-6-carbonitrile